O[C@H](C)C1=CC2=C(N=C(N=C2)NC2=NC=3CCN(CC3C=C2)C(=O)[C@@H]2NC[C@@H](C2)O)C(=N1)N1CCCCC1 [2-[[6-[(1R)-1-hydroxyethyl]-8-piperidin-1-ylpyridino[3,4-d]pyrimidin-2-yl]amino]-7,8-dihydro-5H-1,6-naphthyridin-6-yl]-[(2R,4R)-4-hydroxypyrrolidin-2-yl]methanone